ClC=1C(=NC(=NC1)N[C@@H]1CC[C@H](CC1)OC)C1=CC=C2CN(C(C2=C1)=O)[C@@H](C(=O)N[C@H](CO)C1=CC(=CC=C1)OC)C (2R)-2-[6-(5-chloro-2-{[trans-4-methoxycyclohexyl]amino}pyrimidin-4-yl)-1-oxo-2,3-dihydro-1H-isoindol-2-yl]-N-[(1S)-2-hydroxy-1-(3-methoxyphenyl)ethyl]propanamide